FC=1C(=CC=2C3=C(NC(C2C1)=O)COC[C@@H]3N(C(=O)C=3NC=1CCC(CC1C3)(F)F)C)F (R)-N-(8,9-difluoro-6-oxo-1,4,5,6-tetrahydro-2H-pyrano[3,4-c]isoquinolin-1-yl)-5,5-difluoro-N-methyl-4,5,6,7-tetrahydro-1H-indole-2-carboxamide